N1=C(C=CC=C1)C(=O)[O-].[Cr+3].N1=C(C=CC=C1)C(=O)[O-].N1=C(C=CC=C1)C(=O)[O-] chromium (picolinate)